C(C1=CC=CC=C1)OCC1=NN(C(N1CC)=O)C1=C(C=C2C(C(=CN(C2=C1)C(C)C)C1=C(C=CC=C1)C)=O)F 7-(3-((benzyloxy)methyl)-4-ethyl-5-oxo-4,5-dihydro-1H-1,2,4-triazol-1-yl)-6-fluoro-1-isopropyl-3-(o-tolyl)quinolin-4(1H)-one